N-(2-bromobenzyl)-4-(3-(pyridin-4-ylmethyl)ureido)benzenesulfonamide BrC1=C(CNS(=O)(=O)C2=CC=C(C=C2)NC(=O)NCC2=CC=NC=C2)C=CC=C1